C(CCCCCCCCCCCCCCC)N 1-hexadecylamin